C(C)OC(=O)C1=C(N=C(S1)NC1=NC(=CC(=N1)C1=CC=C(C=C1)C(C)=O)N1CCC(CC1)O)C 2-[4-(4-acetylphenyl)-6-(4-hydroxypiperidin-1-yl)pyrimidin-2-ylamino]-4-methylthiazole-5-carboxylic acid ethyl ester